methyl 4-{5-[6-chloro-4-(methylamino)pyridin-3-yl]-1,3,4-thiadiazol-2-yl}cyclohexane-1-carboxylate ClC1=CC(=C(C=N1)C1=NN=C(S1)C1CCC(CC1)C(=O)OC)NC